(R)-3-azido-5-bromo-2,3-dihydrobenzofuran N(=[N+]=[N-])[C@H]1COC2=C1C=C(C=C2)Br